copper arachidate C(CCCCCCCCCCCCCCCCCCC)(=O)[O-].[Cu+2].C(CCCCCCCCCCCCCCCCCCC)(=O)[O-]